ClC(C=1C(=NOC1C)C)([2H])[2H] 4-[chloro(2H2)methyl]-3,5-dimethyl-1,2-oxazole